CN1C2=C(C3=C1C(NN=C3)=O)SC(=N2)CC2=NN(C=C2)COCC[Si](C)(C)C 4-methyl-2-((1-((2-(trimethylsilyl)ethoxy)methyl)-1H-pyrazol-3-yl)methyl)-4H-thiazolo[5',4':4,5]Pyrrolo[2,3-d]Pyridazin-5(6H)-one